CN(C=1SC=C(N1)C1=CC=C(C(=O)N(C(OC(C)(C)C)=O)CCC)C=C1)C tert-butyl (4-(2-(dimethylamino)thiazol-4-yl)benzoyl)(propyl)carbamate